C(C=C)(=O)OCCN(S(=O)(=O)C(C(C(C(C(C(C(F)(F)F)(F)F)(F)F)(F)F)(F)F)(F)F)(F)F)CCCC 2-[butyl[(pentadecafluoroheptyl)sulfonyl]amino]ethyl 2-propenoate